isopropyl (R)-2-amino-4,4-dimethyl-2-(4-(pyrimidin-2-yl)phenyl)pentanoate N[C@](C(=O)OC(C)C)(CC(C)(C)C)C1=CC=C(C=C1)C1=NC=CC=N1